CN1CCC(CC1)(C)OC1=C(C=C(C=C1)NC1=NC=C2C(=N1)N(N(C2=O)C(C)C)C2=CC(=CC=C2)C(C)(C)O)C 6-((4-((1,4-dimethyl-Piperidin-4-yl)oxy)-3-methylphenyl)amino)-1-(3-(2-hydroxyprop-2-yl)phenyl)-2-isopropyl-1,2-Dihydro-3H-pyrazolo[3,4-d]pyrimidin-3-one